C(C)/C(/C(=O)O)=C\C=C/CCCCC.C(C=CC=CCCCCC)(=O)OCC ethyl decadienoate (ethyl (2E,4Z)-decadienoate)